4-[2-(cyclobutoxy)ethyl-[4-(5,6,7,8-tetrahydro-1,8-naphthyridin-2-yl)butyl]amino]-2-(3,3-dimethylbutanoylamino)butanoic acid C1(CCC1)OCCN(CCC(C(=O)O)NC(CC(C)(C)C)=O)CCCCC1=NC=2NCCCC2C=C1